3-(1,4-dimethyl-1H-benzo[d][1,2,3]triazol-5-yl)-3-(3-(((R)-4-ethyl-3,4-dihydro-[1,4]oxazepino[6,7-f]quinolin-2(1H)-yl)methyl)-4-methylphenyl)-2,2-dimethylpropionic acid CN1N=NC2=C1C=CC(=C2C)C(C(C(=O)O)(C)C)C2=CC(=C(C=C2)C)CN2C[C@H](OC=1C(=C3C=CC=NC3=CC1)C2)CC